8-bromo-7,10-bis(4-methoxyphenyl)fluoranthene BrC=1C(=C2C3=CC=CC4=CC=CC(C2=C(C1)C1=CC=C(C=C1)OC)=C43)C4=CC=C(C=C4)OC